trimethyl-triethyl-disilazaneN CC(C[Si](N=[SiH2])(CC)CC)(C)C